ClC=1C=C(C=C(C1)NS(=O)(=O)C)NC(=O)C=1SC(=C(C1)C1=NC=C(C=C1N1CCS(CC1)(=O)=O)F)C N-(3-chloro-5-(methylsulfonamido)phenyl)-4-(3-(1,1-dioxidothiomorpholino)-5-fluoropyridin-2-yl)-5-methylthiophene-2-carboxamide